COC=1C=C(C=CC1)C=1N=C(N2C1C=CC=C2)C2NCCC2 1-(3-methoxyphenyl)-3-(pyrrolidin-2-yl)imidazo[1,5-a]pyridine